4-chloro-7-nitro-2,1,3-benzoxadiazole ClC1=CC=C(C2=NON=C21)[N+](=O)[O-]